BrC1=C(C(=C(NC)C(=C1)OC(F)(F)F)[N+](=O)[O-])C 4-Bromo-N,3-dimethyl-2-nitro-6-(trifluoromethoxy)aniline